CC1=C(C(=O)NC2(CC2)C2=C3C=CC=NC3=CC(=C2)C=2SC=CN2)C=C(C=C1)N1CC2CCC(C1)N2C 2-methyl-5-(8-methyl-3,8-diazabicyclo[3.2.1]octan-3-yl)-N-(1-(7-(thiazol-2-yl)quinolin-5-yl)cyclopropyl)benzamide